methyl (S)-4-(8,8-difluoro-6-(2-(5,6,7,8-tetrahydro-1,8-naphthyridin-2-yl)ethyl)-2,6-diazaspiro[3.4]octan-2-yl)-3-(3-(3,5-dimethyl-1H-pyrazol-1-yl)phenyl)butanoate FC1(CN(CC12CN(C2)C[C@@H](CC(=O)OC)C2=CC(=CC=C2)N2N=C(C=C2C)C)CCC2=NC=1NCCCC1C=C2)F